3,5-difluoro-4-[(4-methoxyphenyl)methoxy]-N-({(1r,4r)-4-[6-(4,4,5,5-tetramethyl-1,3,2-dioxaborolan-2-yl)-2H-indazol-2-yl]cyclohexyl}methyl)benzamide FC=1C=C(C(=O)NCC2CCC(CC2)N2N=C3C=C(C=CC3=C2)B2OC(C(O2)(C)C)(C)C)C=C(C1OCC1=CC=C(C=C1)OC)F